8-fluoro-2-(5-methylfuran-2-yl)quinoline-4-carboxylic acid FC=1C=CC=C2C(=CC(=NC12)C=1OC(=CC1)C)C(=O)O